CC1=CC=C(C=N1)N1C[C@H](CCC1)N(CC1=CC(=NC=C1)C)CC1=CN(C2=CC=CC=C2C1=O)C1COC1 3-({[(3S)-1-(6-methylpyridin-3-yl)piperidin-3-yl][(2-methylpyridin-4-yl)methyl]amino}methyl)-1-(oxetan-3-yl)-1,4-dihydroquinolin-4-one